N-(2,4-difluoro-3-(3-oxocyclopentane-1-carboxamido)phenyl)benzamide FC1=C(C=CC(=C1NC(=O)C1CC(CC1)=O)F)NC(C1=CC=CC=C1)=O